N-pelargonoyl-sarcosine tert-butyl-N-[(1S)-1-{4-[1-(2H3)methyl-4-nitro-1H-pyrazol-5-yl]pyridin-2-yl}but-3-en-1-yl]carbamate C(C)(C)(C)N(C(O)=O)[C@@H](CC=C)C1=NC=CC(=C1)C1=C(C=NN1C([2H])([2H])[2H])[N+](=O)[O-].C(CCCCCCCC)(=O)N(C)CC(=O)O